ethyl (Z)-2-azido-3-(2-methylthiazol-4-yl)prop-2-enoate N(=[N+]=[N-])\C(\C(=O)OCC)=C/C=1N=C(SC1)C